1-(3-bromophenyl)-3-ethylcyclobutane-1-carboxamide BrC=1C=C(C=CC1)C1(CC(C1)CC)C(=O)N